ClC1=CC=C(C=C1)C=1C=C2CC(C(C2=CC1)NC(O[C@@H]1CN2CCC1CC2)=O)(C)C (S)-quinuclidin-3-yl (5-(4-chlorophenyl)-2,2-dimethyl-2,3-dihydro-1H-inden-1-yl)carbamat